2H-pyrrolo[2,3-b]pyridin N=1CC=C2C1N=CC=C2